C(CCCCCCCCCC)(=O)OCCCC(OC(NCCCN(CCCCN(C)C)C)=O)CCCOC(CCCCCCCCCC)=O [3-(dimethylamino) propyl]-11-methyl-6-oxo-4-{3-[(1-oxoundecyl) oxy] propyl}-7,11-diaza-5-oxadodec-1-yl undecanoate